C[Si](OOCC)(C)C trimethyl-(ethoxy)oxysilane